ClC1=C(C=C2C=C(N=CC2=C1)NC(=O)C1C(C1)C=1C=NN(C1)C)C1CC12CC2 N-(7-chloro-6-(spiro[2.2]pentan-1-yl)isoquinolin-3-yl)-2-(1-methyl-1H-pyrazol-4-yl)cyclopropane-1-carboxamide